FC1=CC=C(C=C1)C1=NN(C(=C1C(C)C)NC(C[C@@H]1C(C(C1)(F)F)(F)F)=O)C (S)-N-(3-(4-fluorophenyl)-4-isopropyl-1-methyl-1H-pyrazol-5-yl)-2-(2,2,3,3-tetrafluorocyclobutyl)acetamide